C(C)C=1C=C(/C=C/C=2C=C(C=C(C2CC=C(C)C)OC)O)C=CC1O (E)-3-(3-ethyl-4-hydroxystyryl)-5-methoxy-4-(3-methylbut-2-en-1-yl)phenol